CC1=NC2=C(N1CC1OCC1)C=C(C=C2)C(=O)OC2=C1C=CNC1=C(C=C2)Br (7-bromo-1H-indol-4-yl) methyl-1-(oxetan-2-ylmethyl)-1H-benzo[d]imidazole-6-carboxylate